3-(pyridin-2-ylamino)propionitrile N1=C(C=CC=C1)NCCC#N